z-decylstyrene C(CCCCCCCCC)\C=C/C1=CC=CC=C1